NCCCOC1=CC=C(C=C1)NC=1C(=NC=C(N1)N1C[C@@H](CCC1)N1C(N(CC1)C)=O)C#N (R)-3-((4-(3-aminopropoxy)phenyl)amino)-5-(3-(3-methyl-2-oxoimidazolidin-1-yl)piperidin-1-yl)pyrazine-2-carbonitrile